glycerol tris(2-decyltetradecanoate) C(CCCCCCCCC)C(C(=O)OCC(OC(C(CCCCCCCCCCCC)CCCCCCCCCC)=O)COC(C(CCCCCCCCCCCC)CCCCCCCCCC)=O)CCCCCCCCCCCC